Cl.CC(C[C@@H]1CN(CCC1)C)(C)NC(OCC1=CC=CC=C1)=O Benzyl (R)-(2-methyl-1-(1-methylpiperidin-3-yl)propan-2-yl)carbamate HCl